(5S)-2-(2,4-difluorobenzene-1-carbonyl)-9,9-dimethyl-8-oxo-2-azaspiro[4.5]dec-6-ene-7-carbonitrile FC1=C(C=CC(=C1)F)C(=O)N1C[C@@]2(CC1)C=C(C(C(C2)(C)C)=O)C#N